benzyl 1,3-thiazoline-4-carboxylate S1C=NC(C1)C(=O)OCC1=CC=CC=C1